8-(1-(2,2-difluoroethyl)-5-methoxy-1H-pyrazolo[3,4-b]pyrazin-6-yl)-2-(6-(trifluoromethyl)pyridin-3-yl)-2,8-diazaspiro[4.5]decan-1-one FC(CN1N=CC=2C1=NC(=C(N2)OC)N2CCC1(CCN(C1=O)C=1C=NC(=CC1)C(F)(F)F)CC2)F